tert-Butyl (7-(2,3-dichloro-6-methoxyphenyl)imidazo[1,2-a]pyridin-2-yl)carbamate ClC1=C(C(=CC=C1Cl)OC)C1=CC=2N(C=C1)C=C(N2)NC(OC(C)(C)C)=O